(R)-4-(2-(bis(2,4-dimethoxybenzyl)amino)oxazolo[4,5-c]pyridin-7-yl)morpholine-2-carboxylic acid COC1=C(CN(C=2OC3=C(C=NC=C3N3C[C@@H](OCC3)C(=O)O)N2)CC2=C(C=C(C=C2)OC)OC)C=CC(=C1)OC